C(#CCCCC)C=1N=C(C=2N=CN([C@H]3[C@H](O)[C@H](O)[C@@H](CO)O3)C2N1)NOC 2-(hex-1-ynyl)-N6-methoxyadenosine